serinylaspartate N[C@@H](CO)C(=O)N[C@@H](CC(=O)[O-])C(=O)[O-]